(S)-tert-butyl (2-(1-oxo-5-(4,4,5,5-tetramethyl-1,3,2-dioxaborolan-2-yl)isoindolin-2-yl) ethyl)((5-oxopyrrolidin-2-yl)methyl)carbamate O=C1N(CC2=CC(=CC=C12)B1OC(C(O1)(C)C)(C)C)CCN(C(OC(C)(C)C)=O)C[C@H]1NC(CC1)=O